CN1N=C(C(=C1)C(=O)O)C(F)F 1-methyl-3-(difluoromethyl)-1H-pyrazole-4-carboxylic acid